FC1=CC=C(C=C1)NC(=O)C1(CC1)C(=O)NC1=CC=C(C=C1)OC1=NC=NC2=CC(=C(C=C12)C(NC[C@H]1NCCC1)=O)OC 1-N'-(4-fluorophenyl)-1-N-[4-[7-methoxy-6-[[(2S)-pyrrolidin-2-yl]methylcarbamoyl]quinazolin-4-yl]oxyphenyl]cyclopropane-1,1-dicarboxamide